4-hydroxy-α-methylstyrene OC1=CC=C(C(=C)C)C=C1